CC=1C=C(COC(C(C)O)O)C=CC1 3-methylbenzyloxy-propan-1,2-diol